2-(1-(4-methylpyridin-2-yl)-1H-pyrazol-4-yl)acetonitrile CC1=CC(=NC=C1)N1N=CC(=C1)CC#N